N-(6-aminohexyl)-4-((3-(1-(2,2-difluoroethyl)-3-(trifluoromethyl)-1H-pyrazol-4-yl)imidazo[1,2-a]pyrazin-8-yl)amino)-2-fluoro-6-methylbenzamide NCCCCCCNC(C1=C(C=C(C=C1C)NC=1C=2N(C=CN1)C(=CN2)C=2C(=NN(C2)CC(F)F)C(F)(F)F)F)=O